FC1=CC=CC=2C(=N[C@@H](C(NC21)=O)NC(=O)C=2C(=NN1C2O[C@H](CC1)C)C1=C(C=NC=C1)F)C1=CC=CC=C1 (5S)-N-[(3S)-9-fluoro-2-oxo-5-phenyl-1,3-dihydro-1,4-benzodiazepin-3-yl]-2-(3-fluoropyridin-4-yl)-5-methyl-6,7-dihydro-5H-pyrazolo[5,1-b][1,3]oxazine-3-carboxamide